C1(=CC=CC=C1)NC1CC2(CN(C2)C(=O)OC(C)(C)C)C1 tert-butyl 6-(phenylamino)-2-azaspiro[3.3]heptane-2-carboxylate